C1N(CC12CNC2)C2=NC=NC=C2OC2=C(C=C(C=C2)F)C2=C(C=C(C=C2)C#N)C2CC2 2'-((4-(2,6-diazaspiro[3.3]heptan-2-yl)pyrimidin-5-yl)oxy)-2-cyclopropyl-5'-fluoro-[1,1'-biphenyl]-4-carbonitrile